S1C=NC2=C1CN(C2)C=2N=C1N(C(C2C)=O)C=C(C=C1[C@@H](C)NC1=C(C(=O)O)C=CC=C1)C (R)-2-((1-(2-(4,6-dihydro-5H-pyrrolo[3,4-d]thiazol-5-yl)-3,7-dimethyl-4-oxo-4H-pyrido[1,2-a]pyrimidin-9-yl)ethyl)amino)benzoic acid